ClC1=CC=C(C(=N1)C(=O)O)N[C@H](C)C1=C2N=C(C(=NC2=CC(=C1)C)C#N)C (R)-6-chloro-3-((1-(2-cyano-3,7-dimethylquinoxalin-5-yl)ethyl)amino)picolinic acid